2-(3-(benzyloxy)isoxazol-5-yl)acetic acid C(C1=CC=CC=C1)OC1=NOC(=C1)CC(=O)O